CC1(OC=2C=C(C=C(C2[C@H]2[C@H]1CCC(C2)C)O)CCCCC)C (6Ar,10aR)-6,6,9-trimethyl-3-pentyl-6a,7,8,9,10,10a-hexahydrobenzo[c]chromen-1-ol